C(#N)[C@H]1N(CCC1)C(=O)C1CC=C(CC1)C=1C(=NC(=NC1)NC=1C=NN(C1)C)C1=CC=C(C=C1)C=CC(=O)[NH-] N-(4-(5-(4-((S)-2-cyanopyrrolidine-1-carbonyl)cyclohex-1-en-1-yl)-2-((1-methyl-1H-Pyrazol-4-yl)amino)pyrimidin-4-yl)phenyl)acryloylamide